(R)-5-((5-bromo-2-nitrophenyl)amino)-4-methylpentylmethanesulfonate BrC=1C=CC(=C(C1)NC[C@@H](CCCCS(=O)(=O)[O-])C)[N+](=O)[O-]